(4-(7H-pyrrolo[2,3-d]pyrimidin-4-yl)-3,4-dihydro-2H-1,4-thiazin-6-yl)((3R,4S)-3-amino-4-methylpiperidin-1-yl)methanone hydrochloride Cl.N1=CN=C(C2=C1NC=C2)N2CCSC(=C2)C(=O)N2C[C@@H]([C@H](CC2)C)N